ClC1=C(C(=O)NC(=O)NC2=CC=C(C=C2)F)C(=CC=C1)Cl N-(2,6-dichlorobenzoyl)-N'-(4-fluorophenyl)urea